ethyl octanoate C(CCCCCCC)(=O)OCC